5-[(2E)-3-phenylprop-2-enoyl]-6-hydroxy-1,3-biscyclohexyl-2-methylidene-1,2,3,4-tetrahydropyrimidin-4-one C1(=CC=CC=C1)/C=C/C(=O)C=1C(N(C(N(C1O)C1CCCCC1)=C)C1CCCCC1)=O